N-tert-butyl-2-[methyl-(2-[4-[2-(oxan-2-yloxy)ethoxy]pyridin-2-yl]-5H,6H,7H-cyclopenta[d]pyrimidin-4-yl)amino]acetamide C(C)(C)(C)NC(CN(C=1C2=C(N=C(N1)C1=NC=CC(=C1)OCCOC1OCCCC1)CCC2)C)=O